CC(C(=O)O)CCCCC 2-methylheptanoic acid